pentenic acid C(C=CCC)(=O)O